3-(4-(2-(4-aminoacetylpiperazin-1-yl)ethoxy)phenyl)-6-methyl-1-phenylpyrimidin NCC(=O)N1CCN(CC1)CCOC1=CC=C(C=C1)N1CN(C(=CC1)C)C1=CC=CC=C1